TRANS,TRANS-MUCONIC ACID C(\C=C\C=C\C(=O)O)(=O)O